6-azaisoindole C=1NC=C2C=CN=CC12